4,4-dipropylcyclohexanone C(CC)C1(CCC(CC1)=O)CCC